5-chloro-2-(4,4-difluoroazepan-1-yl)-N-(4-fluoro-3-(aminosulfonylamino)phenyl)-6-methylnicotinamide ClC=1C(=NC(=C(C(=O)NC2=CC(=C(C=C2)F)NS(=O)(=O)N)C1)N1CCC(CCC1)(F)F)C